O-(tert-butyldimethylsilyl)-L-threonine methyl ester COC([C@@H](N)[C@H](O[Si](C)(C)C(C)(C)C)C)=O